6-chloro-3-((1-((R)-3-cyclohexyl-2-methylpropanoyl)-4-hydroxy-3,3-dimethylpiperidine-4-yl)methyl)pyrimidin-4(3H)-one ClC1=CC(N(C=N1)CC1(C(CN(CC1)C([C@@H](CC1CCCCC1)C)=O)(C)C)O)=O